FC(COC=1C(=NC=CC1)S(=O)(=O)N)(F)F 3-(2,2,2-trifluoroethoxy)-2-pyridinesulfonamide